1-(3-chloro-4-(morpholinomethyl)phenyl)-3-(4-methyl-5-(2-(methylamino)-pyrimidin-4-yl)thiazol-2-yl)urea ClC=1C=C(C=CC1CN1CCOCC1)NC(=O)NC=1SC(=C(N1)C)C1=NC(=NC=C1)NC